COC(=O)C=1C(N(C2=CC(=CC=C2C1N)C(F)(F)F)C1=NC(=CC=C1)C(C)(C)O)=O 4-Amino-1-(6-(2-hydroxypropan-2-yl)pyridin-2-yl)-2-oxo-7-(trifluoromethyl)-1,2-dihydroquinoline-3-carboxylic acid methyl ester